tert-butyl (S,E)-2-((3-(7-(dimethylamino)-2-((dimethylcarbamoyl)oxy)-7-oxohept-5-enamido)-2-oxopyrazin-1(2H)-yl)methyl)-6-fluoro-4-neopentyl-1H-benzo[d]imidazole-1-carboxylate CN(C(/C=C/CC[C@@H](C(=O)NC=1C(N(C=CN1)CC1=NC2=C(N1C(=O)OC(C)(C)C)C=C(C=C2CC(C)(C)C)F)=O)OC(N(C)C)=O)=O)C